FC1C(C1)C(=O)N1C2C=C(CC1CC2)C2=NC(=NC=C2)NC=2C=NN(C2)C (2-Fluorocyclopropyl)(3-(2-((1-methyl-1H-pyrazol-4-yl)amino)pyrimidin-4-yl)-8-azabicyclo[3.2.1]oct-2-en-8-yl)methanone